4-(3,8-diazabicyclo[3.2.1]octan-3-yl)-N-(7-methoxy-2-methyl-[1,2,4]triazolo[1,5-a]pyridin-6-yl)-2,3-dihydro-1H-pyrrolo[2,3-b]pyridine-1-carboxamide formate C(=O)O.C12CN(CC(CC1)N2)C2=C1C(=NC=C2)N(CC1)C(=O)NC=1C(=CC=2N(C1)N=C(N2)C)OC